1-(cyanoacetyl)pyrrolidine tert-butyl-(3R)-4-[5-chloro-2-(4-chlorothiazol-5-yl)-6-oxo-1H-pyrimidin-4-yl]-3-methyl-piperazine-1-carboxylate C(C)(C)(C)OC(=O)N1C[C@H](N(CC1)C=1N=C(NC(C1Cl)=O)C1=C(N=CS1)Cl)C.C(#N)CC(=O)N1CCCC1